FC=1C=C(C=C(C1)F)[C@@H]1CC=NN1C(=O)N1CC(C1)OC1=NC(=NC=C1F)N1N=C(C(=C1C)C(=O)N)C (S)-1-(4-((1-(5-(3,5-difluorophenyl)-4,5-dihydro-1H-pyrazole-1-carbonyl)azetidin-3-yl)oxy)-5-fluoropyrimidin-2-yl)-3,5-dimethyl-1H-pyrazole-4-carboxamide